1-(2-(4-bromophenyl)pyrrolidin-1-yl)ethan-1-one BrC1=CC=C(C=C1)C1N(CCC1)C(C)=O